NC1=NC(=C2N(C(N(C2=N1)CC1=CC=C(C=C1)OC)=O)CC#C)OCC1=CC=CC=C1 amino-6-(benzyloxy)-9-(4-methoxybenzyl)-7-(prop-2-yn-1-yl)-7,9-dihydro-8H-purin-8-one